F[C@@]1(C[C@H](N(CC1)C(=O)OC(C)(C)C)C)C(N[C@@H](\C=C/S(=O)(=O)C)C)=O tert-butyl (2R,4S)-4-fluoro-2-methyl-4-[[(Z,1R)-1-methyl-3-methylsulfonyl-allyl]carbamoyl]piperidine-1-carboxylate